BrC1=C2CCN(C(C2=CC(=C1)CN1C(=NC=C1)C)=O)C=C1NC=C(C#N)C(=C1)OCC 6-((5-bromo-7-((2-methyl-1H-imidazol-1-yl)methyl)-1-oxo-3,4-dihydroisoquinolin-2(1H)-yl)methylyl)-4-ethoxynicotinonitrile